[Cl-].[Cl-].C(C)[Si](=[Zr+2]C1C(=C(C2=C(C=CC(=C12)C)C)C1C=CC=C1)C)CC diethylsilanediyl[(cyclopentadienyl)(2,4,7-trimethylindenyl)]zirconium dichloride